CC1=CC=C(NC\C=C\C2=CC=C(C=C2)C)C=C1 (E)-4-methyl-N-(3-(p-tolyl)allyl)aniline